ClC=1C=CC2=C([C@@H](C[C@@H](O2)C(=O)NC23CC(C2)(C3)C(NCC3=NC2=C(N3)C=C(C(=C2)F)F)=O)O)C1 (2R,4R)-6-chloro-N-(3-{[(5,6-difluoro-1H-benzimidazol-2-yl)methyl]carbamoyl}bicyclo[1.1.1]pentan-1-yl)-4-hydroxy-3,4-dihydro-2H-1-benzopyran-2-carboxamide